4-((8-fluoroquinolin-5-yl)amino)piperidine-1-carboxylic acid tert-butyl ester C(C)(C)(C)OC(=O)N1CCC(CC1)NC1=C2C=CC=NC2=C(C=C1)F